(2R)-7-chloro-2-[4-(dimethylamino)cyclohexyl]-N-[(4,6-dimethyl-2-oxo-1H-pyridin-3-yl)methyl]-2,4-dimethyl-1,3-benzodioxole-5-carboxamide ClC1=CC(=C(C2=C1O[C@](O2)(C)C2CCC(CC2)N(C)C)C)C(=O)NCC=2C(NC(=CC2C)C)=O